(R)-1-(7-(5-chloro-3-(2-chlorophenyl)pyrazolo[1,5-a]pyridine-2-carbonyl)-6-methyl-2,7-diazaspiro[3.5]nonan-2-yl)prop-2-en-1-one ClC1=CC=2N(C=C1)N=C(C2C2=C(C=CC=C2)Cl)C(=O)N2[C@@H](CC1(CN(C1)C(C=C)=O)CC2)C